2,2',4-tris-(o-chlorophenyl)-5-(3,4-dimethoxyphenyl)-4',5'-diphenylbiimidazole ClC1=C(C=CC=C1)C1(N=C(C(=N1)C1=C(C=CC=C1)Cl)C1=CC(=C(C=C1)OC)OC)C1(N=C(C(=N1)C1=CC=CC=C1)C1=CC=CC=C1)C1=C(C=CC=C1)Cl